C(C)(C)C1=NN(C(=C1)C)CC(=O)O 2-(3-Isopropyl-5-methyl-pyrazol-1-yl)acetic acid